2-CHLORO-4-FLUOROPYRIDINE-3-BORONIC ACID ClC1=NC=CC(=C1B(O)O)F